1-(2-chloro-5-((R)-2-(2,5-difluorophenyl)pyrrolidin-1-yl)pyrazolo[1,5-a]pyrimidin-3-yl)-3-((1S,2R)-2-fluorocyclopropyl)urea ClC1=NN2C(N=C(C=C2)N2[C@H](CCC2)C2=C(C=CC(=C2)F)F)=C1NC(=O)N[C@@H]1[C@@H](C1)F